OC1=C(C=C2C=CC(N(C2=C1)C)=O)C=1N=NC(=CC1)N(C1CC(NC(C1)(C)C)(C)C)C 7-Hydroxy-1-methyl-6-(6-(methyl(2,2,6,6-tetramethylpiperidin-4-yl)amino)pyridazin-3-yl)chinolin-2(1H)-on